4-(3-(3,4-dimethoxyphenyl)-1-isobutyl-1H-pyrrolo[2,3-b]pyridine-6-carbonyl)-3,3-dimethylpiperazin-2-one COC=1C=C(C=CC1OC)C1=CN(C2=NC(=CC=C21)C(=O)N2C(C(NCC2)=O)(C)C)CC(C)C